C(C1=CC=CC=C1)(=O)OC[C@H]1O[C@@H]([C@H]([C@@H]1OC(C1=CC=CC=C1)=O)Cl)Br [(2R,3R,4S,5R)-3-(benzoyloxy)-5-bromo-4-chlorooxolan-2-yl]methyl benzoate